(S)-((2-(2-Amino-6-methoxypyridin-4-yl)-6-((R)-3-methylmorpholino)pyrimidin-4-yl)imino)(cyclopropyl)(methyl)-λ6-sulfanone NC1=NC(=CC(=C1)C1=NC(=CC(=N1)N=[S@](=O)(C)C1CC1)N1[C@@H](COCC1)C)OC